4-(6-((R)-2-(2-isopropylphenyl)-4-((8-methoxy-4,4-dimethylchroman-6-yl)methyl)piperazin-1-yl)-2-azaspiro[3.3]heptan-2-yl)benzamide C(C)(C)C1=C(C=CC=C1)[C@H]1N(CCN(C1)CC=1C=C2C(CCOC2=C(C1)OC)(C)C)C1CC2(CN(C2)C2=CC=C(C(=O)N)C=C2)C1